C(C)(=O)O.C(C)(=O)O.C1(=CC(=CC=C1)N)N m-phenylenediamine diacetate